OCC[N+](C)(C)CF Fluorocholin